C1(CC1)C1=C(C(=NO1)C1=C(C=CC=C1Cl)Cl)COC12CCC(CC1)(CC2)C(C=2C=C(C=CC2)C2(CC2)C(=O)O)O 1-(3-((4-((5-cyclopropyl-3-(2,6-dichlorophenyl)isoxazol-4-yl)methoxy)bicyclo[2.2.2]octan-1-yl)(hydroxy)methyl)phenyl)cyclopropane-1-carboxylic acid